NC1=C(C(=NN1C)C)SCC(=O)O 2-((5-amino-1,3-dimethyl-1H-pyrazol-4-yl)thio)acetic acid